COC(=O)C1=CC2=C(N=C(N=C2C2=C(C=C(C=C2)F)F)N2CC(CCC2)N2CCOCC2)N=C1C methyl-4-(2,4-difluorophenyl)-7-methyl-2-(3-morpholino-1-piperidyl)pyrido[2,3-d]pyrimidine-6-carboxylate